N-(3-cyano-4,5-dimethylthiophen-2-yl)-2-((3-(2,6-dioxopiperidin-3-yl)-1-methyl-1H-indazol-7-yl)oxy)acetamide C(#N)C1=C(SC(=C1C)C)NC(COC=1C=CC=C2C(=NN(C12)C)C1C(NC(CC1)=O)=O)=O